diaminostyrylbenzyl sulfone NC1=C(C(C=CC2=CC=CC=C2)(N)S(=O)(=O)C(C2=C(C=CC=C2)N)(N)C=CC2=CC=CC=C2)C=CC=C1